tetrabutylphosphonium α-sulfosuccinate S(=O)(=O)(O)C(C(=O)[O-])CC(=O)[O-].C(CCC)[P+](CCCC)(CCCC)CCCC.C(CCC)[P+](CCCC)(CCCC)CCCC